ClC1=C(C(=O)NC2=NN=NN2C)C=CC(=C1C(=O)N(C)OC)S(=O)(=O)C 2-Chloro-N3-methoxy-N3-methyl-4-(methylsulfonyl)-N1-(1-methyl-1H-tetrazol-5-yl)isophthalamid